potassium bispentafluoroethylsulfonylimide [N-](S(=O)(=O)C(F)(F)C(F)(F)F)S(=O)(=O)C(F)(F)C(F)(F)F.[K+]